CC1=CC2=C(N=C(N=C2)NC2=CC=C(C=C2)N2CCC3(CC2)CCN(CC3)C)N1C1=CC=CC(=N1)C(C)(C)O 2-(6-(6-methyl-2-((4-(9-methyl-3,9-diazaspiro[5.5]undec-3-yl)phenyl)amino)-7H-pyrrolo[2,3-d]pyrimidin-7-yl)pyridin-2-yl)propan-2-ol